4-bromo-N'-hydroxy-benzamidine BrC1=CC=C(C(=NO)N)C=C1